NC=1C=C(OCCC[Si](OC)(OC)OC)C=CC1 3-(m-aminophenoxy)propyl-trimethoxysilane